6-bromo-1-methyl-4-(trifluoromethyl)quinolin-2(1H)-one BrC=1C=C2C(=CC(N(C2=CC1)C)=O)C(F)(F)F